1-(4-chlorophenyl)-3-(3-methyl-4-nitrophenoxy)-1H-pyrazole ClC1=CC=C(C=C1)N1N=C(C=C1)OC1=CC(=C(C=C1)[N+](=O)[O-])C